FC(CO)(F)C=1C(=C(C=CC1)[C@@H](C)NC1=NC(=NC2=C3C(=C(C=C12)N1CC(CC1)(O)C)CCC3)C)F 1-(4-(((R)-1-(3-(1,1-difluoro-2-hydroxyethyl)-2-fluorophenyl)ethyl)amino)-2-methyl-8,9-dihydro-7H-cyclopenta[h]quinazoline-6-yl)-3-methylpyrrolidin-3-ol